(octahydrocyclopenta[c]pyrrol-4-yl)carbamic acid tert-butyl ester C(C)(C)(C)OC(NC1CCC2CNCC21)=O